C1(=CC=CC=C1)CS(=O)(=O)N(CC=1SC=CC1)CC=1SC=CC1 1-phenyl-N,N-bis(2-thienylmethyl)methanesulfonamide